CC1=C(C=CC(=C1)C)C=1C2=C(N=C(N1)SC)NC=C2C#N 4-(2,4-dimethylphenyl)-2-(methylthio)-7H-pyrrolo[2,3-d]pyrimidine-5-carbonitrile